CN1N=C2C=CC(=CC2=C1)N1C(NCC2=C1C=CN=C2)=O (2-methyl-2H-indazol-5-yl)-3,4-dihydropyrido[4,3-d]pyrimidin-2(1H)-one